(S)-3-chloro-5-fluoro-N-(1-(1-(5-((1-oxido-λ6-thietan-1-ylidene)amino)pyridin-2-yl)-1H-1,2,4-triazol-5-yl)ethyl)benzamide ClC=1C=C(C(=O)N[C@@H](C)C2=NC=NN2C2=NC=C(C=C2)N=S2(CCC2)=O)C=C(C1)F